Benzyl N-[(1S)-1-[[(2-chloroacetyl)-[(2-oxo-3-piperidyl)methyl]amino]carbamoyl]-3-methyl-butyl]carbamate ClCC(=O)N(CC1C(NCCC1)=O)NC(=O)[C@H](CC(C)C)NC(OCC1=CC=CC=C1)=O